6H-thiazolo[4,5-d]pyrimidine-2,7-dione S1C(NC=2N=CNC(C21)=O)=O